methyl-4-vinylbenzoat COC(C1=CC=C(C=C1)C=C)=O